ClC1=NC=C(C(=N1)NC=1C=C2C(=CC1)C(NCC21CC1)=O)F 6-[(2-chloro-5-fluoro-pyrimidin-4-yl)amino]spiro[2,3-dihydroisoquinoline-4,1'-cyclopropane]-1-one